BrC=1C=C(C(=C(C1)NC(=O)C1=CC=NN1)F)F N-(5-bromo-2,3-difluorophenyl)-1H-pyrazole-5-carboxamide